C(C)OC(CCCC1(C(N(C2=CC=CC=C2C1)C(=O)OC(C)(C)C)=O)C(=O)OCC=C)=O 3-allyl 1-(tert-butyl) 3-(4-ethoxy-4-oxobutyl)-2-oxo-3,4-dihydroquinoline-1,3(2H)-dicarboxylate